OC(C)(C)[C@]1(CN(CC1)C(C)(C)C1=NC=CC=C1)CCC1=CC=C(C#N)C=C1 (R)-4-(2-(3-(2-hydroxypropan-2-yl)-1-(2-(pyridin-2-yl)propan-2-yl)pyrrolidin-3-yl)ethyl)benzonitrile